S(=O)(=O)(OOCCCCCCCCCCCCCC)[O-] laurylethoxy sulfate